1-(4-methyl-3-pyridin-2-ylphenyl)bicyclo[2.1.0]pentane-2-carboxamide CC1=C(C=C(C=C1)C12C(CC2C1)C(=O)N)C1=NC=CC=C1